trifluoroborate Potassium [K].B(F)(F)F